ClC1=C(N=NC(=C1)NC(=O)C1CC1)C(=O)N(C)OC Chloro-6-(cyclopropanecarboxamido)-N-methoxy-N-methylpyridazine-3-carboxamide